FC1=NC=C(C=C1C(C)OC(=O)NC1=C(C=NN1C)C1=NC=C(C=N1)C(=O)O)F 2-(5-(((1-(2,5-difluoropyridin-3-yl)ethoxy)carbonyl)amino)-1-methyl-1H-pyrazol-4-yl)pyrimidine-5-carboxylic acid